[Au].[Rh].[Pt] platinum-rhodium gold